ClC1=CC=C(C=C1)C1=C(C=CC=C1)CN1CCN(CC1)C(=O)C1=C2C=NC(C2=CC=C1)=O 4-(4-((4'-chloro-[1,1'-biphenyl]-2-yl)methyl)piperazine-1-carbonyl)-1-oxoisoindole